C(#C)C1=CC(N(C=2N=C(N=CC21)NC2=C(C=CC=C2)OC)C(C)C)=O 5-ethynyl-8-isopropyl-2-((2-methoxyphenyl)amino)pyrido[2,3-d]pyrimidin-7(8H)-one